O=C(C(=O)OC(C)(C)C)C[C@@H](C(=O)OCC=C)N1S(C2=C(C1=O)C=C1C(=C2)OC(O1)(C1=CC=CC=C1)C1=CC=CC=C1)(=O)=O 1-tert-butyl 5-(prop-2-en-1-yl) (4S)-2-oxo-4-(1,1,3-trioxo-6,6-diphenyl-1,3-dihydro-2H,6H-1λ6-[1,3]dioxolo[4,5-f][1,2]benzothiazol-2-yl)pentanedioate